C(=O)C=1N(C2=CC(=CC=C2C1C(=O)OCC)OC)CC1=CC=C(C=C1)S(N)(=O)=O ethyl 2-formyl-6-methoxy-1-(4-sulfamoyl benzyl)-1H-indole-3-carboxylate